pyridinyl-azadibenzothiophene N1=C(C=CC=C1)C1=NC2=C(SC3=C2C=CC=C3)C=C1